C1(CC1)N1C(C2=C(C=C1C(F)(F)F)N=C(N2C)C2=C(C=C(C=N2)OC(C#N)(C)C)S(=O)(=O)CC)=O 2-[[6-[5-cyclopropyl-3-methyl-4-oxo-6-(trifluoromethyl)imidazo[4,5-c]pyridin-2-yl]-5-ethylsulfonyl-3-pyridyl]oxy]-2-methyl-propanenitrile